2-(3-methoxy-phenoxy)-5-fluoroaniline COC=1C=C(OC2=C(N)C=C(C=C2)F)C=CC1